(S)-4-(2-(4-(5-chloro-2-(4-(3-fluorophenyl)-1H-1,2,3-triazol-1-yl)phenyl)-5-methoxy-2-oxopyridin-1(2H)-yl)butyrylamino)benzamide ClC=1C=CC(=C(C1)C1=CC(N(C=C1OC)[C@H](C(=O)NC1=CC=C(C(=O)N)C=C1)CC)=O)N1N=NC(=C1)C1=CC(=CC=C1)F